ammonium oxalate trihydrate O.O.O.C(C(=O)[O-])(=O)[O-].[NH4+].[NH4+]